S1C(SCC1)C1=CC=C(C=C1)NC(=O)[C@H]1N(CCC1)C([C@@H]1N(CCC1)C(C1=CC=C(C=C1)C=O)=O)=O (S)-N-(4-(1,3-dithiolan-2-yl)phenyl)-1-((4-formylbenzoyl)-D-prolyl)pyrrolidine-2-carboxamide